[Pr].NC=1C(=NC(=CN1)C1=C(C=CC(=C1)C(C(F)(F)F)(CO)O)C)C1CC(C1)C(=O)N1CC(C1)O (3-(3-amino-6-(2-methyl-5-(1,1,1-trifluoro-2,3-dihydroxypropan-2-yl)phenyl)pyrazin-2-yl)cyclobutyl)(3-hydroxyazetidin-1-yl)methanone Praseodymium